FC=1C=C(CN2CC=3C(N(C=4N=CC=CC4C3CC2)CC2=CC=C(C=C2)Cl)=O)C=CC1 3-(3-fluorobenzyl)-6-(4-chlorobenzyl)-2,3,4,6-tetrahydropyrido[3,4-c][1,8]naphthyridin-5(1H)-one